(R)-2-(2-hydroxy-5-methylphenyl)-N-methoxy-N-methyl-4,5-dihydrothiazole-4-carboxamide OC1=C(C=C(C=C1)C)C=1SC[C@H](N1)C(=O)N(C)OC